FC1=CC=C(C=C1)N1N=CC2=CC(=C(C=C12)C)C1CCN(CC1)C(=O)NC(C)C 4-(1-(4-fluorophenyl)-6-methyl-1H-indazol-5-yl)-N-isopropylpiperidine-1-carboxamide